C(C)(C)(C)OC(=O)NC1(CC1)C1=CC(=NC2=CC=CC=C12)C1=CC(=NN1C1OCCCC1)C(=O)O 5-(4-(1-((tert-butoxycarbonyl)amino)cyclopropyl)quinolin-2-yl)-1-(tetrahydro-2H-pyran-2-yl)-1H-pyrazole-3-carboxylic acid